BrC1=CC(=C(C=C1F)N1C(C=CC2=C(C(=CC=C12)S(=O)(=O)N(CC1=CC=C(C=C1)OC)C1=NOC=C1)F)=O)OC 1-(4-BROMO-5-FLUORO-2-METHOXYPHENYL)-5-FLUORO-N-(ISOXAZOL-3-YL)-N-(4-METHOXYBENZYL)-2-OXO-1,2-DIHYDROQUINOLINE-6-SULFONAMIDE